C(C1=CC=CC=C1)S(=O)(=O)N1CCC(CC1)CNC(CCl)=O N-((1-(Benzylsulfonyl)piperidin-4-yl)methyl)-2-chloroacetamide